4-(4-chlorobenzyl)-3-(2-chlorophenyl)-1-isopropylpiperazine-2,5-dione ClC1=CC=C(CN2C(C(N(CC2=O)C(C)C)=O)C2=C(C=CC=C2)Cl)C=C1